C1(CC1)(CCO)CCO cyclopropanediethanol